propan-one CC(C)=O